3-Amino-N-(triphenylmethyl)propanamide NCCC(=O)NC(C1=CC=CC=C1)(C1=CC=CC=C1)C1=CC=CC=C1